C(\C=C/C(=O)[O-])(=O)[O-].[Li+].C(C=C)(=O)O.[Li+] acrylic acid lithium maleate